N-(3-Chloro-4-fluorophenyl)-4-(5-(4-fluoro-1H-pyrazol-5-yl)-5-hydroxyoctahydropentalen-2-yl)-1-methyl-1H-imidazole-5-carboxamide ClC=1C=C(C=CC1F)NC(=O)C1=C(N=CN1C)C1CC2CC(CC2C1)(O)C1=C(C=NN1)F